5-[7-[[5-[4-(dimethylamino)piperidine-1-carbonyl]pyridin-2-yl]amino]-3-methylimidazo[4,5-b]pyridin-5-yl]oxy-4-methylpyridine-2-carbonitrile CN(C1CCN(CC1)C(=O)C=1C=CC(=NC1)NC1=C2C(=NC(=C1)OC=1C(=CC(=NC1)C#N)C)N(C=N2)C)C